N[C@@H]1[C@@H](N([C@@H](C1)C)C(=O)OC)COC1C[C@@H]2C[C@@]2(CC1)C1=NC=C(C=N1)F methyl (2R,3S,5R)-3-amino-2-((((1S,6R)-6-(5-fluoropyrimidin-2-yl)bicyclo[4.1.0]heptan-3-yl)oxy)methyl)-5-methylpyrrolidine-1-carboxylate